2-(chloromethyl)-6-(2-methoxyethoxy)-3H-quinazolin-4-one ClCC1=NC2=CC=C(C=C2C(N1)=O)OCCOC